(E)-1-(5-aminopyrazin-2-yl)-3-(3,4-dimethoxyphenyl)prop-2-en-1-one NC=1N=CC(=NC1)C(\C=C\C1=CC(=C(C=C1)OC)OC)=O